3-(2-Chloro-4-fluorophenoxy)-N-(2-fluoro-5-methanesulfonylphenyl)-6-(trifluoromethyl)pyridazine-4-carboxamide ClC1=C(OC=2N=NC(=CC2C(=O)NC2=C(C=CC(=C2)S(=O)(=O)C)F)C(F)(F)F)C=CC(=C1)F